4'-(Hydroxymethyl)-4,5,5',6'-tetrahydro-2H-spiro[furan-3,8'-pyrano[3,4-b]pyridine] 1'-oxide OCC1=C2C(=[N+](C=C1)[O-])C1(OCC2)COCC1